C(C)(C)(C)OC(=O)N1C[C@@H]2C([C@@H]2C1)C#CC1=C(C=C2C(=NC=NC2=C1)NC1=C(C=CC(=C1)Cl)F)[N+](=O)[O-] (1r,5s,6s)-6-((4-((5-chloro-2-fluorophenyl)amino)-6-nitroquinazolin-7-yl)ethynyl)-3-azabicyclo[3.1.0]hexane-3-carboxylic acid tert-butyl ester